5-(4-isopropyl-4H-1,2,4-triazol-3-yl)-3-(3-(1-(methoxymethyl)-1H-pyrazol-4-yl)phenyl)-1H-indazole C(C)(C)N1C(=NN=C1)C=1C=C2C(=NNC2=CC1)C1=CC(=CC=C1)C=1C=NN(C1)COC